C(C)(C)(C)NC1=NC(=NO1)C1=CC=C(C=C1)I N-(tert-butyl)-3-(4-iodophenyl)-1,2,4-oxadiazol-5-amine